4-[2-(N-[3,3-difluorocyclohexyl]anilino)-2-oxo-ethyl]-1-[1-(2-fluorophenyl)cyclopropane-carbonyl]piperidine-4-carboxylic acid FC1(CC(CCC1)N(C1=CC=CC=C1)C(CC1(CCN(CC1)C(=O)C1(CC1)C1=C(C=CC=C1)F)C(=O)O)=O)F